tert-butyl 3-(7-(8-ethynyl-3-(methoxymethoxy)naphthalen-1-yl)-6,8-difluoro-2-((1-(hydroxymethyl)cyclopropyl)methoxy)quinazolin-4-yl)-3,8-diazabicyclo[3.2.1]octane-8-carboxylate C(#C)C=1C=CC=C2C=C(C=C(C12)C1=C(C=C2C(=NC(=NC2=C1F)OCC1(CC1)CO)N1CC2CCC(C1)N2C(=O)OC(C)(C)C)F)OCOC